C(C)(=O)OC(CCCCCCCC)=O nonoyl acetate